4-amino-3-(2-chloro-5-fluorophenyl)-2-(4-methoxybenzyl)isoindolin-1-one NC1=C2C(N(C(C2=CC=C1)=O)CC1=CC=C(C=C1)OC)C1=C(C=CC(=C1)F)Cl